N-Cyclohexylaminomethylmethyldiethoxysilan C1(CCCCC1)NC[Si](OCC)(OCC)C